1-(6Z,9Z,12Z,15Z-octadecatetraenoyl)-2-(6Z,9Z,12Z-octadecatrienoyl)-glycero-3-phosphoserine CCCCC/C=C\C/C=C\C/C=C\CCCCC(=O)O[C@H](COC(=O)CCCC/C=C\C/C=C\C/C=C\C/C=C\CC)COP(=O)(O)OC[C@@H](C(=O)O)N